2-(((2-(4-(4-nitrobenzoyl)piperazin-1-yl)ethyl)amino)methylene)-5-phenylcyclohexane-1,3-dione [N+](=O)([O-])C1=CC=C(C(=O)N2CCN(CC2)CCNC=C2C(CC(CC2=O)C2=CC=CC=C2)=O)C=C1